5-[(7R)-1-fluoro-3-hydroxy-7-({2-[1-(trifluoromethyl)cyclopropyl]ethyl}amino)-5,6,7,8-tetrahydronaphthalen-2-yl]-1λ6,2,5-thiadiazolidine-1,1,3-trione FC1=C(C(=CC=2CC[C@H](CC12)NCCC1(CC1)C(F)(F)F)O)N1CC(NS1(=O)=O)=O